C(CCCCCCCCCCC)[N+]1=CC=CC=C1 1-(1-dodecyl)pyridinium